C=CCCCCCCCCCCCCCCCCCC.[Na] sodium eicosene